5-(3-ethoxy-3'-(1H-tetrazol-5-yl)-[1,1'-biphenyl]-4-yl)-3,6-dihydro-7H-[1,2,3]triazolo[4,5-d]pyrimidin-7-one C(C)OC=1C=C(C=CC1C=1NC(C2=C(N1)NN=N2)=O)C2=CC(=CC=C2)C2=NN=NN2